The molecule is a dicarboxylic acid dianion obtained by deprotonation of the carboxy groups of 2-hydroxyhepta-2,4-diene-1,7-dioic acid; major species at pH 7.3. It is a conjugate base of a (2Z,4Z)-2-hydroxyhepta-2,4-dienedioic acid. It is a tautomer of a (4Z)-2-oxohept-4-enedioate. C(/C=C\\C=C(\\C(=O)O)/[O-])C(=O)[O-]